CN(C)CC1(CC1)COC=1N=C(C2=C(N1)CN(C2)C(=O)C2=CC(=CC1=CC=CC(=C21)I)O)N2CC1(COC1)CCC2 (2-((1-((dimethylamino)methyl)cyclopropyl)methoxy)-4-(2-oxa-6-azaspiro[3.5]nonan-6-yl)-5,7-dihydro-6H-pyrrolo[3,4-d]pyrimidin-6-yl)(3-hydroxy-8-iodonaphthalen-1-yl)methanone